FC=1C=C2CN(CC2=CC1)CC=1OC=C(C(C1)=O)OCC1=CC=C(C=C1)S(=O)(=O)C 2-((5-fluoroisoindolin-2-yl)methyl)-5-((4-(S-methylsulfonyl)benzyl)oxy)-4H-pyran-4-one